1,3,5-tris-(4-beta-glucopyranosyl-oxyphenylazo)-2,4,6-trihydroxybenzene [C@@H]1([C@H](O)[C@@H](O)[C@H](O)[C@H](O1)CO)OC1=CC=C(C=C1)N=NC1=C(C(=C(C(=C1O)N=NC1=CC=C(C=C1)O[C@H]1[C@H](O)[C@@H](O)[C@H](O)[C@H](O1)CO)O)N=NC1=CC=C(C=C1)O[C@H]1[C@H](O)[C@@H](O)[C@H](O)[C@H](O1)CO)O